C(C)N(CC)CCN(CCCOC(OC(CCCCC(=O)OCCCCCCC)CCCCCC)=O)CCCOC(C(CCCCCCCC)CCCCCCCC)=O Heptyl 3-ethyl-13-hexyl-6-(3-((2-octyldecanoyl)oxy)propyl)-11-oxo-10,12-dioxa-3,6-diazaoctadecane-18-oate